CN(C/C=C/C(=O)N1CC2(C1)CN(CC2)C2=NC=1[C@H]3[C@@H](CCC1C(=C2C#N)C2=CC(=CC1=CC=CC=C21)O)C3)C (6aS,7aR)-2-(2-((2E)-4-(dimethylamino)-2-butenoyl)-2,6-diazaspiro[3.4]octan-6-yl)-4-(3-hydroxy-1-naphthalenyl)-6,6a,7,7a-tetrahydro-5H-cyclopropa[h]quinoline-3-carbonitrile